N4-behenoyl-(behenoyl)-l-β-D-arabinofuranosyl-cytosine C(CCCCCCCCCCCCCCCCCCCCC)(=O)N(C1=NC(NC=C1C(CCCCCCCCCCCCCCCCCCCCC)=O)=O)[C@H]1[C@@H](O)[C@H](O)[C@H](O1)CO